OC1=CC=C(C=C1)C(C)(C)C1=CC=C(C=C1)O r-bisphenol-A